1-(6-ethyl-8-fluoro-4-methyl-3-(3-methyl-1,2,4-oxadiazol-5-yl)quinolin-2-yl)-N-(tetrahydro-2H-pyran-4-yl)-piperidin-4-amine C(C)C=1C=C2C(=C(C(=NC2=C(C1)F)N1CCC(CC1)NC1CCOCC1)C1=NC(=NO1)C)C